COC1=CC=C(CN(C2(CNC2)C#N)CC2=CC=C(C=C2)OC)C=C1 3-(bis(4-methoxybenzyl)amino)azetidine-3-carbonitrile